C1CC12CN([C@@H](CC2)C(=O)OC)C(=O)OCC2=CC=CC=C2 5-Benzyl 6-methyl (S)-5-azaspiro[2.5]octane-5,6-dicarboxylate